tert-butyl (7aR)-5-chloro-4-(2-fluoro-6-hydroxyphenyl)-2-methyl-2,7a,8,10,11,13-hexahydropyrazino[2',1':3,4][1,4]oxazepino[7,6-g]indazole-9(7H)-carboxylate ClC1=C(C2=CN(N=C2C2=C1OC[C@@H]1N(C2)CCN(C1)C(=O)OC(C)(C)C)C)C1=C(C=CC=C1O)F